[2,6-dimethyl-8-(2,6,6-trimethyl-1-cyclohexen-1-yl)-1E,3E,5E,7E-octatetra-enyl]-1-(2-hydroxyethyl)-4-[4-methyl-6-(2,6,6-trimethyl-1-cyclohexen-1-yl)1E,3E,5E,7E-hexatrienyl]-pyridinium C\C(=C/C1=[N+](C=CC(=C1)\C=C\C=C(\C=C\C1=C(CCCC1(C)C)C)/C)CCO)\C=C\C=C(\C=C\C1=C(CCCC1(C)C)C)/C